C(C)N1[C@H](CC1)CO (R)-(1-ethylazetidin-2-yl)methanol